4-((2,5-difluorophenyl)fluoromethyl)piperidine hydrochloride Cl.FC1=C(C=C(C=C1)F)C(C1CCNCC1)F